4-bromo-6-chloro-1H-pyrrolo[2,3-b]pyridine BrC1=C2C(=NC(=C1)Cl)NC=C2